tetraethylhexyl stearate C(CCCCCCCCCCCCCCCCC)(=O)OC(C(CCCC)(CC)CC)(CC)CC